[F-].[Ti+4].[F-].[F-].[F-] Titanium(IV) Fluoride